monoisooctyl glutaconate C(C=CCC(=O)[O-])(=O)OCCCCCC(C)C